Sodium N-(4-methyl-5-propyl-1,3-thiazol-2-yl)sulfamate CC=1N=C(SC1CCC)NS([O-])(=O)=O.[Na+]